cycloheptyl 3-((3-((3-((3-((3-(benzyloxy)-4,5-dihydroxybenzoyl) oxy)-4,5-dihydroxybenzoyl) oxy)-4,5-dihydroxybenzoyl) oxy)-4,5-dihydroxybenzoyl) oxy)-4,5-dihydroxybenzoate C(C1=CC=CC=C1)OC=1C=C(C(=O)OC=2C=C(C(=O)OC=3C=C(C(=O)OC=4C=C(C(=O)OC=5C=C(C(=O)OC6CCCCCC6)C=C(C5O)O)C=C(C4O)O)C=C(C3O)O)C=C(C2O)O)C=C(C1O)O